tert-butyl (3S)-3-[benzyloxycarbonyl(methyl)amino]-4-(dimethylamino)-4-oxo-butanoate C(C1=CC=CC=C1)OC(=O)N([C@@H](CC(=O)OC(C)(C)C)C(=O)N(C)C)C